COC=1C=C(C=C(C1)Br)S(=O)(=O)Cl 3-methoxy-5-bromobenzenesulfonyl chloride